2-((2-hydroxyethoxy)carbonyl)benzoic acid OCCOC(=O)C1=C(C(=O)O)C=CC=C1